BrC=1C(=C(OCCCN2CC(CC2)(F)F)C=CC1)C 1-(3-(3-bromo-2-methylphenoxy)propyl)-3,3-difluoropyrrolidine